C(C)N1C=2N(C(N=C(C2N=C1CC#N)N1[C@H](CN([C@@H](C1)C)C(C)C1=CC=C(C=2OC(OC21)(C)C)F)C)=O)C 2-(9-ethyl-6-((2S,5R)-4-(1-(7-fluoro-2,2-dimethylbenzo[d][1,3]dioxol-4-yl)ethyl)-2,5-dimethylpiperazin-1-yl)-3-methyl-2-oxo-3,9-dihydro-2H-purin-8-yl)acetonitrile